FC=1C(=C2C(=NC1)NC=C2C(C2=C(C=C(C=C2)OC2=C(C=CC=C2)F)F)=O)N[C@@H]2CC[C@H](OC2)CNS(=O)(=O)C([2H])([2H])[2H] N-(((2S,5R)-5-((5-fluoro-3-(2-fluoro-4-(2-fluorophenoxy)benzoyl)-1H-pyrrolo[2,3-b]pyridin-4-yl)amino)tetrahydro-2H-pyran-2-yl)methyl)methanesulfonamide-d3